C(CCCCCCCCCCCCCCCCC)OC(C(S)CC1=CC(=C(C(=C1)C)O)C)=O 4-hydroxy-3,5-dimethylbenzyl-mercaptoacetic acid octadecyl ester